FC1=CC(=C(C=NNC2=CC=C(C(=O)O)C=C2)C=C1)C 4-(2-(4-Fluoro-2-Methylbenzylidene)hydrazinyl)benzoic acid